(R)-N-(3-methoxy-4-(4-(4-methylpiperazin-1-yl)piperidin-1-yl)phenyl)-4-(3-phenylisooxazolidin-2-yl)-7H-pyrrolo[2,3-d]pyrimidin-2-amine COC=1C=C(C=CC1N1CCC(CC1)N1CCN(CC1)C)NC=1N=C(C2=C(N1)NC=C2)N2OCC[C@@H]2C2=CC=CC=C2